COC(=O)N1C(CC2=CC(=CC(=C12)C1=CC(=C(C(=C1)F)OCCCC(=O)OCC)F)F)(C)C 7-[4-(3-ethoxycarbonyl-propoxy)-3,5-difluoro-phenyl]-5-fluoro-2,2-dimethyl-2,3-Dihydro-indole-1-carboxylic acid methyl ester